2-chloro-N-(8,9-difluoro-6-oxo-1,4,5,6-tetrahydro-2H-pyrano[3,4-c]isoquinolin-1-yl)-N-methyl-4H-thieno[3,2-b]pyrrole-5-carboxamide ClC1=CC=2NC(=CC2S1)C(=O)N(C)C1COCC=2NC(C=3C=C(C(=CC3C21)F)F)=O